4-(Benzylmethoxy)-2-methoxybenzoic acid methyl ester COC(C1=C(C=C(C=C1)OCCC1=CC=CC=C1)OC)=O